Cl.N1C[C@@H](CC1)O |r| rac-pyrrolidin-3-ol hydrochloride